N1C(=NC2=C1C=CC=C2)CCNCCC=2SC(=C(N2)C(=O)NCC2=NC=CC=C2F)C(F)(F)F 2-(2-{[2-(1H-1,3-Benzodiazol-2-yl)ethyl]amino}ethyl)-N-[(3-fluoropyridin-2-yl)methyl]-5-(trifluoromethyl)-1,3-thiazole-4-carboxamide